3-hydroxyhexadecanoic acid OC(CC(=O)O)CCCCCCCCCCCCC